(Z)-Methyl 3-(((4-((2-(4-(2-hydroxyethyl)piperazin-1-yl)ethoxy)(methyl)carbamoyl)phenyl)amino)(phenyl)methylene)-5-methyl-2-oxoindoline-6-carboxylate OCCN1CCN(CC1)CCON(C(=O)C1=CC=C(C=C1)N\C(=C\1/C(NC2=CC(=C(C=C12)C)C(=O)OC)=O)\C1=CC=CC=C1)C